[Si](C)(C)(C)C#CC TMSpropyne